ClC=1C=CC(=NC1)OC1=C(C=C(C=C1)NC(=O)NC(=O)C1CCC(CC1)OC)C N-((4-((5-chloropyridin-2-yl)oxy)-3-methylphenyl)carbamoyl)-4-methoxycyclohexane-1-carboxamide